C(CC(O)(C(=O)O)CC(=O)O)(=O)O.C(CCCCCCC)C(C(C)O)(CCCCCCCCCCCC)O octyldodecyl-propylene glycol citrate